(R)-N-(4-(4-cyanopyridin-3-yl)-2-(2-(hydroxymethyl)morpholino)phenyl)-2-(2-fluoro-6-methoxyphenyl)pyrimidine-4-carboxamide C(#N)C1=C(C=NC=C1)C1=CC(=C(C=C1)NC(=O)C1=NC(=NC=C1)C1=C(C=CC=C1OC)F)N1C[C@@H](OCC1)CO